FC1=C(C=C(C=C1)F)[C@@H]1N(CCC1)C1=NC=2N(C=C1)N=CC2C(=O)N[C@@H]2CC[C@H](CC2)C(=O)O Trans-4-(5-((R)-2-(2,5-difluorophenyl)pyrrolidin-1-yl)pyrazolo[1,5-a]pyrimidine-3-carboxamido)cyclohexanecarboxylic acid